diethylaminoethylaminoethylamide C(C)N(CC)CCNCC[NH-]